1-bromo-2-fluoro-4-nitrobenzene BrC1=C(C=C(C=C1)[N+](=O)[O-])F